(7R,14R)-11-(2-(1-hydroxypropyl)pyrimidin-5-yl)-6-(methyl-d3)-1-(prop-1-yn-1-yl)-6,7-dihydro-7,14-methanobenzo[f]benzo[4,5]imidazo[1,2-a][1,4]diazocin-5(14H)-one OC(CC)C1=NC=C(C=N1)C1=CC2=C(N=C3N2[C@H]2C4=C(C(N([C@@H]3C2)C([2H])([2H])[2H])=O)C=CC=C4C#CC)C=C1